FC(C1(CC1)CCOC1=NN(C=C1)N1S(C=2C=CC=C(NCCCC3CCCN3C=3N=CC=CC3C1=O)N2)(=O)=O)(F)F 3-[2-[1-(trifluoromethyl)cyclopropyl]ethoxyl-1H-pyrazol-1-yl]-2λ6-thia-3,9,11,19,24-pentaazatetracyclo[18.3.1.05,10.011,15]tetracosa-1(24),5(10),6,8,20,22-hexaene-2,2,4-trione